ClC1=C(CS(=O)(=O)N2CC3(C2)CC(C3)NC(=O)NCC3=CC=C(C=C3)OC)C=CC=C1 1-(2-((2-chlorobenzyl)sulfonyl)-2-azaspiro[3.3]hept-6-yl)-3-(4-methoxybenzyl)urea